CCC(CC)NC(=O)C1=CC(=NN1)C=1C=C(C=CC1)C=1OC(=CN1)C(=O)N[C@H](C(C)C)C(=O)OCC ethyl (2-(3-(5-(pentan-3-ylcarbamoyl)-1H-pyrazol-3-yl)phenyl)oxazole-5-carbonyl)-D-valinate